3-(5-(1-(2,2-diphenylethyl)piperidin-4-yl)-4,6-difluoro-1-oxoisoindolin-2-yl)piperidine-2,6-dione C1(=CC=CC=C1)C(CN1CCC(CC1)C=1C(=C2CN(C(C2=CC1F)=O)C1C(NC(CC1)=O)=O)F)C1=CC=CC=C1